5,5-dimethyl-1-((2-((2-(methylsulfonyl)ethyl)amino)pyridin-4-yl)methyl)-3-(4-(1-(trifluoromethyl)cyclopropyl)phenyl)imidazolidine-2,4-dione CC1(C(N(C(N1CC1=CC(=NC=C1)NCCS(=O)(=O)C)=O)C1=CC=C(C=C1)C1(CC1)C(F)(F)F)=O)C